[Br-].C(C1=CC=CC=C1)[N+](CCOC(C(=C)C)=O)(C)C benzyldimethyl[2-(2-methyl-1-oxoallyl)oxyethyl]ammonium bromide